3-Chloro-11-((3-hydroxypropyl)amino)-6-methyl-6,11-dihydrodibenzo[c,f][1,2]thiazepine 5,5-dioxide ClC1=CC2=C(C(C3=C(N(S2(=O)=O)C)C=CC=C3)NCCCO)C=C1